N=1C=C(N2C1C=CC=C2)C(=O)N2CC1=C(CC2)C(=CS1)C(=O)NC1=CC(=CC(=C1)C(F)(F)F)N1CCN(CC1)C 6-(imidazo[1,2-a]pyridine-3-carbonyl)-N-(3-(4-methylpiperazin-1-yl)-5-(trifluoromethyl)phenyl)-4,5,6,7-tetrahydrothieno-[2,3-c]pyridine-3-carboxamide